6-(2,6-dichlorophenyl)-2-[[5-[(3-fluoro-4-piperidyl)oxy]-2-pyridyl]amino]-8-methyl-pyrido[2,3-d]pyrimidin-7-one ClC1=C(C(=CC=C1)Cl)C1=CC2=C(N=C(N=C2)NC2=NC=C(C=C2)OC2C(CNCC2)F)N(C1=O)C